F[C@@H]1[C@@]2(CC[C@](C[C@H]1OC1=CC=C(N=N1)C1=C(C=C(C=C1)N1C=NC=C1)O)(N2)C)C 2-(6-(((1S,2R,3R,5R)-2-fluoro-1,5-dimethyl-8-azabicyclo[3.2.1]octan-3-yl)oxy)pyridazin-3-yl)-5-(1H-imidazol-1-yl)phenol